1-(5-bromo-3-pyridyl)-6-oxo-pyridazine-3-carboxylic acid BrC=1C=C(C=NC1)N1N=C(C=CC1=O)C(=O)O